6-(aminomethyl)-4-(2-fluoro-4-(trifluoromethoxy)phenyl)-1-methyl-1H-benzo[d]imidazole-7-carbonitrile 2,2,2-trifluoroacetate FC(C(=O)O)(F)F.NCC=1C=C(C2=C(N(C=N2)C)C1C#N)C1=C(C=C(C=C1)OC(F)(F)F)F